C(C)(C)(C)OC(=O)N1[C@H](CC(C1)C1CCC1)COC1=NC=CC=C1Cl (2R)-2-(((3-chloropyridin-2-yl)oxy)methyl)-4-cyclobutylpyrrolidine-1-carboxylic acid tert-butyl ester